2-(1-(4-chloro-1H-pyrazol-1-yl)ethyl)-7-(1,5-dimethyl-1H-pyrazol-4-yl)-9-(trifluoromethyl)pyrido[3',2':4,5]thieno[2,3-e][1,2,4]triazolo[1,5-c]pyrimidine ClC=1C=NN(C1)C(C)C1=NN2C=NC3=C(C2=N1)SC1=C3C(=CC(=N1)C(F)(F)F)C=1C=NN(C1C)C